CN(CCCN1C=C(C2=CC(=CC=C12)OC)C=1C(NC(C1C1=CNC2=CC=CC=C12)=O)=O)C 3-[1-[3-(dimethylamino)propyl]-5-methoxy-1H-indol-3-yl]-4-(1H-indol-3-yl)-1H-pyrrole-2,5-dione